(1R,2R)-2-(((R)-2-hydroxy-1-phenylethyl)amino)-1-(5-methoxypyridin-2-yl)-3-(pyrrolidin-1-yl)propan-1-ol OC[C@@H](C1=CC=CC=C1)N[C@@H]([C@@H](O)C1=NC=C(C=C1)OC)CN1CCCC1